C(CCC)OC(C1CCN(CC1)C1=CC=C(C=C1)[C@H]1CN(CCC1)C=1C=CC(=C2C(=NNC12)C#N)F)OCCCC 7-[(3S)-3-{4-[4-(dibutoxymethyl)piperidin-1-yl]phenyl}piperidin-1-yl]-4-fluoro-1H-indazole-3-carbonitrile